1,1,1-trifluoropropan-2-yl-N4-(3,3,3-trifluoropropyl)-1,3,5-triazine-2,4-diamine FC(C(C)C1=NC(=NC(=N1)N)NCCC(F)(F)F)(F)F